C(C1=CC=CC=C1)(C1=CC=CC=C1)C=1C=C2C=3C=C(C=CC3N(C2=CC1)CC)N1C=2C=CC(=CC2C(C2=CC(=CC=C12)C(C)(C)C)(C)C)C(C)(C)C 10-(6-Benzhydryl-9-ethyl-9H-carbazol-3-yl)-2,7-di-tert-butyl-9,9-dimethyl-9,10-dihydroacridine